Tert-butyl N-[4-[[2-[2-[1-(2,6-dioxo-3-piperidyl)-3-methyl-2-oxo-benzimidazol-5-yl]ethoxy]ethylamino]methyl]cyclohexyl]carbamate O=C1NC(CCC1N1C(N(C2=C1C=CC(=C2)CCOCCNCC2CCC(CC2)NC(OC(C)(C)C)=O)C)=O)=O